propyl tricosanoate C(CCCCCCCCCCCCCCCCCCCCCC)(=O)OCCC